N-{(1R)-1-[3-(difluoromethyl)-2-methylphenyl]ethyl}-6-[(3R)-3-(dimethylamino)pyrrolidin-1-yl]-2-methylpyrido[3,4-d]pyrimidin-4-amine FC(C=1C(=C(C=CC1)[C@@H](C)NC=1C2=C(N=C(N1)C)C=NC(=C2)N2C[C@@H](CC2)N(C)C)C)F